(S)-1-benzhydryl-2,2-dimethylazetidin-3-ol C(C1=CC=CC=C1)(C1=CC=CC=C1)N1C([C@H](C1)O)(C)C